C(C)N1C=NC(=C1CO)CC (3,5-Diethylimidazol-4-yl)methanol